2-methoxy-6-methylbenzene COC1=CC(=CC=C1)C